(1r,4r)-N1-(5-Methyl-4-(6-(phenylamino)imidazo[1,2-a]pyridin-3-yl)pyrimidin-2-yl)cyclohexane-1,4-diamine CC=1C(=NC(=NC1)NC1CCC(CC1)N)C1=CN=C2N1C=C(C=C2)NC2=CC=CC=C2